[K].OC1=CC=C(C=C1)[C@H](C(=O)O)NC(=CC(=O)OC)C (R)-4-hydroxy-α-[(3-methoxy-1-methyl-3-oxo-1-propenyl)amino]phenylacetic acid potassium